(S)-3-(5-(4-((1-(2-fluoro-4-((3S,4R)-7-hydroxy-3-phenylisochroman-4-yl)phenyl)piperidin-4-yl)methyl)piperazin-1-yl)-1-oxoisoindolin-2-yl)piperidine-2,6-dione FC1=C(C=CC(=C1)[C@H]1[C@H](OCC2=CC(=CC=C12)O)C1=CC=CC=C1)N1CCC(CC1)CN1CCN(CC1)C=1C=C2CN(C(C2=CC1)=O)[C@@H]1C(NC(CC1)=O)=O